ethyl (1S,2R)-2-iodocyclopropane-1-carboxylate I[C@H]1[C@@H](C1)C(=O)OCC